Ethyl (S)-3-(2',4'-Difluorobiphenyl-3-yl)-3-(3-(5-hydroxy-2-methyl-3-oxo-2,3-dihydropyridazin-4-yl)ureido)propanoat FC1=C(C=CC(=C1)F)C1=CC(=CC=C1)[C@H](CC(=O)OCC)NC(=O)NC=1C(N(N=CC1O)C)=O